1',3',5'-triphenyl-1H-[1,4]bipyrazole C1(=CC=CC=C1)N1N=C(C(=C1C1=CC=CC=C1)N1N=CC=C1)C1=CC=CC=C1